C(C)(C)(C)[Si](C1=CC=CC=C1)(C1=CC=CC=C1)OCC1=CC2=C(N(C=N2)C2CC2)C=C1 tert-butyl-[(1-cyclopropylbenzimidazol-5-yl)methoxy]-diphenyl-silane